(5R)-7-chloro-4,4-difluoro-5-hydroxy-5-({[(2R)-2-(4-methylbenzenesulfonylamino)-3-phenylpropionyl]oxy}methyl)-2,3,4,5-tetrahydro-1H-1-benzoazepine-1-carboxylic acid tert-butyl ester C(C)(C)(C)OC(=O)N1CCC([C@@](C2=C1C=CC(=C2)Cl)(COC([C@@H](CC2=CC=CC=C2)NS(=O)(=O)C2=CC=C(C=C2)C)=O)O)(F)F